C1OC[C@H]2[C@@H]1CN(C2)C2=CC=C(N=N2)C2=C(C=C(C=C2C)C)O 2-[6-[(3aS,6aR)-1,3,3a,4,6,6a-hexahydrofuro[3,4-c]pyrrol-5-yl]pyridazin-3-yl]-3,5-dimethyl-phenol